5-amino-2,4,6-trimethoxypyrimidine NC=1C(=NC(=NC1OC)OC)OC